O[C@H]1C[C@@]2([C@]([C@@H](C[C@H]2[C@@H]2CCC3=CC(C=C[C@@]3([C@@H]12)C)=O)O)(C(CO)=O)O)C (8S,9S,10R,11S,13S,14S,16R,17S)-11,16,17-trihydroxy-17-(2-hydroxyacetyl)-10,13-dimethyl-7,8,9,11,12,14,15,16-octahydro-6H-cyclopenta[a]phenanthrene-3-one